5-(3-(2H-benzo[d][1,2,3]triazol-2-yl)-4-hydroxyphenethyl) 1-(tert-butyl) (tert-butoxycarbonyl)-L-glutamate C(C)(C)(C)OC(=O)N[C@@H](CCC(=O)OCCC1=CC(=C(C=C1)O)N1N=C2C(=N1)C=CC=C2)C(=O)OC(C)(C)C